4-(1,3-dimethyl-1H-pyrazol-4-yl)-2-(4-(methoxycarbonyl)phenyl)piperidine CN1N=C(C(=C1)C1CC(NCC1)C1=CC=C(C=C1)C(=O)OC)C